1-((2r,3r,4r,5r)-3,4-diacetoxy-5-(acetoxymethyl)tetrahydrofuran-2-yl)-3-(ethoxycarbonyl)pyridin-1-ium C(C)(=O)O[C@H]1[C@@H](O[C@@H]([C@H]1OC(C)=O)COC(C)=O)[N+]1=CC(=CC=C1)C(=O)OCC